(2S)-1-[2-[(3S)-3-(3-quinolylamino)pyrrolidin-1-yl]acetyl]pyrrolidine-2-carbonitrile N1=CC(=CC2=CC=CC=C12)N[C@@H]1CN(CC1)CC(=O)N1[C@@H](CCC1)C#N